mannose-13C6 O=[13CH][13C@@H](O)[13C@@H](O)[13C@H](O)[13C@H](O)[13CH2]O